N-[(3-methylphenyl)methyl]propionamide CC=1C=C(C=CC1)CNC(CC)=O